(3-methyl-2-nitrophenyl)propane-1,3-diamine CC=1C(=C(C=CC1)C(CCN)N)[N+](=O)[O-]